ClC1=CC=C2C(=N1)C(NC21CCOCC1)=O 2'-chloro-2,3,5,6-tetrahydrospiro[pyran-4,5'-pyrrolo[3,4-b]pyridin]-7'(6'H)-one